CC(C=COC(C(=O)OC)C)CCC1=CC=CC=C1 methyl 2-((3-methyl-5-phenylpent-1-en-1-yl)oxy)propanoate